C1(=CCCC1)C12C=CC(OC1)C2 cyclopentenyl-oxanorbornene